ClC1=CC=2C(=NN(N2)C=2C(=CC3=C(OCO3)C2)O)C=C1 6-(5-chloro-2H-benzotriazol-2-yl)benzo[1,3]dioxol-5-ol